C(=O)O.FC=1C=C(C=C2C=NC=NC12)C#N 8-fluoroquinazoline-6-carbonitrile formate